COCOC1=C(C=CC=C1)C=1N=NC=2NC=3CCN(C(C3C2C1)C)C(N)=S 12-[2-(methoxymethoxy)phenyl]-3-methyl-4,8,10,11-tetrazatricyclo[7.4.0.02,7]trideca-1(9),2(7),10,12-tetraene-4-carbothioamide